N1=C(C=CC=C1)CN(CC1=CC=C(C=C1)CNC1CCCC=2C=CC=NC12)CC=1NC=C(N1)C1=CC=CC=C1 N-(2-pyridylmethyl)-N-(4-phenyl-1H-imidazol-2-ylmethyl)-N'-(5,6,7,8-tetrahydro-8-quinolinyl)-1,4-xylylenediamine